FC1(CCC(CC1)[C@H](NC(=O)C1=NON=C1C)C=1NC=2C(=NC(=CC2)C2(CCOCC2)C(NCC2C(C2)(F)F)=O)N1)F N-[(S)-(4,4-Difluorocyclohexyl)(5-{4-[(2,2-Difluorocyclopropyl)methylcarbamoyl]-tetrahydropyran-4-yl}-1H-imidazo[4,5-b]pyridin-2-yl)methyl]-4-methyl-1,2,5-oxadiazole-3-carboxamide